FC(CN1C(=NC=2C1=NC(=CC2)C=2C=CN1N=C(N=CC12)NC1CCN(CC1)CCF)C)F 5-(3-(2,2-Difluoroethyl)-2-methyl-3H-imidazo[4,5-b]pyridin-5-yl)-N-(1-(2-fluoroethyl)piperidin-4-yl)pyrrolo[2,1-f][1,2,4]triazin-2-amine